6-bromo-4-(4-(4-fluoro-2-methoxybenzyl)piperazin-1-yl)-2-oxo-1-(prop-2-yn-1-yl)-1,2-dihydro-1,5-naphthyridine-3-carbonitrile BrC=1N=C2C(=C(C(N(C2=CC1)CC#C)=O)C#N)N1CCN(CC1)CC1=C(C=C(C=C1)F)OC